[4-[[3-[4-(difluoromethoxy)phenyl]imidazo[1,2-a]pyrazin-8-yl]amino]-2-methyl-phenyl]-[4-[3-(hydroxymethyl)piperazine-1-carbonyl]-1-piperidyl]methanone hydrochloride Cl.FC(OC1=CC=C(C=C1)C1=CN=C2N1C=CN=C2NC2=CC(=C(C=C2)C(=O)N2CCC(CC2)C(=O)N2CC(NCC2)CO)C)F